3-tert-butyldimethylsilyloxy-16-(4-chlorophenyl-sulfinyl)-estra-1,3,5(10)-trien-17-one [Si](C)(C)(C(C)(C)C)OC1=CC=2CC[C@H]3[C@@H]4CC(C([C@@]4(C)CC[C@@H]3C2C=C1)=O)S(=O)C1=CC=C(C=C1)Cl